CC1=NOC(=C1C=1C=C(C=CC1OC[C@@H]1NCCCC1)NC(C(C1=CC=CC=C1)F)=O)C N-(3-(3,5-dimethylisoxazol-4-yl)-4-(((R)-piperidin-2-yl)methoxy)phenyl)-2-fluoro-2-phenylacetamide